NC1=C([N+](=CC2=C(C=CC=C12)C=1C(=NC=CC1)CC)[O-])C(NCCC)=O 4-amino-8-(2-ethylpyridin-3-yl)-3-(propylcarbamoyl)isoquinoline 2-oxide